methyl 3-(1-[(tert-butoxy)carbonyl](methyl)aminocyclopropyl)-1,2-oxazole-5-carboxylate C(C)(C)(C)OC(=O)C1(C(C1)NC)C1=NOC(=C1)C(=O)OC